C(N)(=S)SN Thiocarbamyl-Sulfenamide